butyl-decylacetone C(CCC)C(C(C)=O)CCCCCCCCCC